4-(5-methyl-2-(6-methylpyridin-2-yl)-6-oxo-6,7-dihydropteridin-8(5H)-yl)nicotinonitrile CN1C=2C=NC(=NC2N(CC1=O)C1=CC=NC=C1C#N)C1=NC(=CC=C1)C